ClC=1C=C2C(=CC(=NC2=CC1)C)C(=C)C 6-chloro-2-methyl-4-(prop-1-en-2-yl)quinoline